C(C)C1=CC2=C(C(=NNC2=O)C)O1 2-Ethyl-7-methylfuro[2,3-d]pyridazin-4(5H)-one